(2R,4r,6S)-tert-Butyl 4-(2-((trans)-4-(dibenzylamino)cyclohexyl)ethoxy)-2,6-dimethylpiperidine-1-carboxylate C(C1=CC=CC=C1)N([C@@H]1CC[C@H](CC1)CCOC1C[C@H](N([C@H](C1)C)C(=O)OC(C)(C)C)C)CC1=CC=CC=C1